9-Cyclopropylmethoxymethyl-2-((S)-1-[1,4]dioxan-2-ylmethoxy)-6,7-dihydro-pyrimido[6,1-a]isoquinolin-4-one C1(CC1)COCC=1C=C2CCN3C(C2=CC1)=CC(=NC3=O)OC[C@H]3OCCOC3